CC1(C=C(C(C1)=O)C(=O)OC)C(=O)OC Dimethyl 3-methyl-5-oxocyclopent-1-ene-1,3-dicarboxylate